3-(4,4'-difluoro-2',5,6'-trimethyl-[1,1'-biphenyl]-3-yl)propanoic acid Ethyl ester C(C)OC(CCC=1C=C(C=C(C1F)C)C1=C(C=C(C=C1C)F)C)=O